tert-butyl (5-(aminomethyl)-6-ethylpyridin-2-yl)carbamate NCC=1C=CC(=NC1CC)NC(OC(C)(C)C)=O